1-Decyl-3-butylpyrrolium chlorid tert-butyl-4-(4-(5-(2-chloropyrimidin-4-yl)-4-(2-fluoro-3-(propylsulfonamido)phenyl)thiazol-2-yl)piperidine-1-carbonyl)piperidine-1-carboxylate C(C)(C)(C)OC(=O)N1CCC(CC1)C(=O)N1CCC(CC1)C=1SC(=C(N1)C1=C(C(=CC=C1)NS(=O)(=O)CCC)F)C1=NC(=NC=C1)Cl.[Cl-].C(CCCCCCCCC)[NH+]1C=C(C=C1)CCCC